CCCCCCCCCCCCCCC[C@H]([C@H](C)[NH3+])O The molecule is a cationic sphingoid obtained by protonation of the amino group of 1-deoxysphinganine; major species at pH 7.3. It is a cationic sphingoid and a Deoxysphingoid base. It is a conjugate acid of a 1-deoxysphinganine.